Cl.Cl.CC1(CN=C(N1)SCCCCN1CCCC1)C1=CC=CC=C1 5-methyl-5-phenyl-2-((4-(pyrrolidin-1-yl)butyl)thio)-4,5-dihydro-1H-imidazole dihydrochloride